7-chloro-N-[6-(3,3-difluoropropyl)-5-fluoro-2-methoxy-3-pyridinyl]imidazo[1,2-a]pyridine-3-sulfonamide ClC1=CC=2N(C=C1)C(=CN2)S(=O)(=O)NC=2C(=NC(=C(C2)F)CCC(F)F)OC